C(C)C1=C(N=C2C(=N1)C(=NC=C2C2=CC(=C(C=C2)N2CCC(CC2)N2CCN(CC2)C)S(=O)(=O)C)N)NC2CCOCC2 3-Ethyl-8-(4-(4-(4-Methylpiperazin-1-yl)piperidin-1-yl)-3-(methylsulfonyl)phenyl)-N2-(Tetrahydro-2H-pyran-4-yl)pyrido[3,4-b]pyrazine-2,5-diamine